CN1N=NC(=C1C=1C=C2C(=NC1)C=1C(N2C(C2CCOCC2)C2=NC=CC=C2)=C(N(N1)C)C(=O)OC)C methyl 6-(1,4-dimethyl-1H-1,2,3-triazol-5-yl)-2-methyl-4-(pyridin-2-yl (tetrahydro-2H-pyran-4-yl) methyl)-2,4-dihydropyrazolo[3',4':4,5]pyrrolo[3,2-b]pyridine-3-carboxylate